FC(COC1=NC(=NC=C1)N1CCC(CC1)C(=O)N1CCOC2=C(C1)C=NC=C2C#N)F 4-[1-[4-(2,2-difluoroethoxy)pyrimidin-2-yl]piperidine-4-carbonyl]-3,5-dihydro-2H-pyrido[3,4-f][1,4]oxazepine-9-carbonitrile